[N+](=O)([O-])C=1C=C(CN2CCN(CC2)CCCC2OC(C3=CC=CC=C23)=O)C=CC1 3-(3-(4-(3-nitrobenzyl)piperazin-1-yl)propyl)-1(3H)-isobenzofuranone